FC1=C2C(C=C(NC2=CC(=C1)F)C1=C(C#N)C=CC(=C1)S(=O)(=O)CC(F)(F)F)=O (5,7-difluoro-4-oxo-1,4-dihydroquinolin-2-yl)-4-((2,2,2-trifluoroethyl)sulfonyl)-benzonitrile